2-((6'-methoxy-2',3'-dihydro-1'H-spiro[cyclopropane-1,4'-isoquinolin]-7'-yl)amino)-5-(trifluoromethyl)pyrimidin COC=1C=C2C3(CNCC2=CC1NC1=NC=C(C=N1)C(F)(F)F)CC3